2-(phenylethynyl)-4-fluoronitrobenzene C1(=CC=CC=C1)C#CC1=C(C=CC(=C1)F)[N+](=O)[O-]